(4-(4-fluorophenoxy)butanoyl)glycine methyl ester COC(CNC(CCCOC1=CC=C(C=C1)F)=O)=O